(e)-N-Bromosuccinimide BrN1C(CCC1=O)=O